benzotriazol-1-yloxy-tris(dimethyl-amino)phosphonium hexafluorophosphate F[P-](F)(F)(F)(F)F.N1(N=NC2=C1C=CC=C2)O[P+](N(C)C)(N(C)C)N(C)C